N-((R)-1-(3-(difluoromethyl)-2-fluorophenyl)ethyl)-7-methoxy-2-methyl-6-((R)-1-methylpiperidin-3-yl)pyrido[2,3-d]pyrimidin-4-amine FC(C=1C(=C(C=CC1)[C@@H](C)NC=1C2=C(N=C(N1)C)N=C(C(=C2)[C@@H]2CN(CCC2)C)OC)F)F